((4-(2-(3-chlorophenyl-methyl)-5-methyl-oxazol-4-yl)phenoxy)methyl)benzoic acid ClC=1C=C(C=CC1)CC=1OC(=C(N1)C1=CC=C(OCC2=C(C(=O)O)C=CC=C2)C=C1)C